(dimethylamino)octacos-11-enoate CN(C)C(C(=O)[O-])CCCCCCCCC=CCCCCCCCCCCCCCCCC